C(C)C1=CC2=C(CCO[C@]23C[C@@H](NCC3)C)S1 (2'S,4R)-2-ethyl-2'-methyl-spiro[6,7-dihydrothieno[3,2-c]pyran-4,4'-piperidine]